BrC1=CC=NN1COCC[Si](C)(C)C 5-bromo-1-{[2-(trimethylsilyl)ethoxy]methyl}-1H-pyrazole